C1CC(C2=CC=CC=C12)CC=NO 2-(2,3-dihydro-1H-inden-3-yl)-acetaldoxime